(S)-2-methylpiperazine-1,4-dicarboxylic acid 4-(tert-butyl) ester 1-(7-methoxy-4-(1-methyl-3-phenyl-1H-pyrazol-4-yl) quinazolin-6-yl) ester COC1=C(C=C2C(=NC=NC2=C1)C=1C(=NN(C1)C)C1=CC=CC=C1)OC(=O)N1[C@H](CN(CC1)C(=O)OC(C)(C)C)C